C[C@@H]1C[C@@H](OCC1)C=C(C)C |r| (2RS,4SR)-4-methyl-2-(2-methyl-1-propen-1-yl)tetrahydro-2H-pyran